(6-(4-(tert-butoxy)-4-oxobutoxy)quinoline-4-carbonyl)glycine C(C)(C)(C)OC(CCCOC=1C=C2C(=CC=NC2=CC1)C(=O)NCC(=O)O)=O